NC1N(C(=CC=2N1N=C(C2Cl)C)S(=O)(=O)C)C#N 7-amino-3-chloro-2-methyl-5-(methylsulfonyl)pyrazolo[1,5-c]pyrimidine-6-carbonitrile